2-bromoanthracene BrC1=CC2=CC3=CC=CC=C3C=C2C=C1